4-[[1-[2-cyclopropyl-6-(oxacyclohexen-4-ylmethoxy)pyridine-4-carbonyl]piperidin-4-yl]methyl]benzenesulfonamide tetradeca-2,4,6-triene-12-carboxylate CC=CC=CC=CCCCCC(CC)C(=O)O.C1(CC1)C1=NC(=CC(=C1)C(=O)N1CCC(CC1)CC1=CC=C(C=C1)S(=O)(=O)N)OCC1OC=CCC1